9-fluoro-5-methyl-6(5H)-phenanthridinone FC1=CC=C2C(N(C=3C=CC=CC3C2=C1)C)=O